[I-].C12(CC3CC(CC(C1)C3)C2)N2C=[N+](C=C2)C23CC1CC(CC(C2)C1)C3 1,3-bis(1-adamantyl)imidazolium iodide